C(C)(C)(C)OC(=O)C=1SC(=C(C1OCC(=O)O)Cl)C1=CC(=CC=C1)N(C(C1=CC=CC=C1)=O)C1CCN(CC1)S(=O)(=O)CC1=CC(=CC=C1)[N+](=O)[O-] 2-((2-(tert-butoxycarbonyl)-4-chloro-5-(3-(N-(1-((3-nitrobenzyl)sulfonyl)piperidin-4-yl)benzamido)phenyl)thiophen-3-yl)oxy)acetic acid